BrC=1C=C2C(OCC=3N=C(C=CC3C3=C(C=C(C(NS(C(C1OC)=C2)(=O)=O)=C3)F)F)F)=O 13-Bromo-5,19,21-trifluoro-14-methoxy-16,16-dioxo-9-oxa-16λ6-thia-6,17-diazatetracyclo[16.3.1.111,15.02,7]tricosa-1(21),2(7),3,5,11,13,15(23),18(22),19-nonaen-10-one